4-fluoro-3-(fluoromethyl)-3-hydroxy-1-(2-hydroxy-4-((tetrahydro-2H-pyran-2-yl)oxy)phenyl)butane FCC(CCC1=C(C=C(C=C1)OC1OCCCC1)O)(O)CF